((1s,3s)-3-Hydroxy-3-methylcyclobutyl)(6-((6-methyl-5-(trifluoromethyl)pyridin-2-yl)methyl)-2-azaspiro[3.3]heptan-2-yl)methanone OC1(CC(C1)C(=O)N1CC2(C1)CC(C2)CC2=NC(=C(C=C2)C(F)(F)F)C)C